NCC(C(F)F)OC1=C2C(=NC=NC2=CC(=C1)Br)NC=1C(=C2C=CC=NC2=CC1)F 5-((3-amino-1,1-difluoropropan-2-yl)oxy)-7-bromo-N-(5-fluoroquinolin-6-yl)quinazolin-4-amine